4-(aminomethyl)pyridine dichloride [Cl-].[Cl-].NCC1=CC=NC=C1